7-[4-(4-Benzo[b]thiophen-4-ylpiperazin-1-yl)butoxy]-1-ethoxymethyl-1H-quinolin-2-one S1C2=C(C=C1)C(=CC=C2)N2CCN(CC2)CCCCOC2=CC=C1C=CC(N(C1=C2)COCC)=O